NC1=NC=NN2C1=CC=C2C2O[C@]([C@@H]1[C@H]2OC(O1)(C)C)(CF)CO ((3aS,4R,6aS)-6-(4-aminopyrrolo[2,1-f][1,2,4]triazin-7-yl)-4-(fluoromethyl)-2,2-dimethyltetrahydrofuro[3,4-d][1,3]dioxol-4-yl)methanol